ClC1=NN2C(C=N1)=CC=C2 2-Chloropyrrolo[2,1-f][1,2,4]triazine